COC(C(C(C#N)CC)C(OC)OC)OC 3-(dimethoxymethyl)-2-ethyl-4,4-dimethoxybutanenitrile